1-(furan-3-ylmethyl)-2-oxo-2,3-dihydro-1H-thieno[2,3-b][1,4]thiazine-6-carboxylic acid O1C=C(C=C1)CN1C2=C(SCC1=O)SC(=C2)C(=O)O